Br.N[C@@H](C(=O)N1CCN(CC1)CC1=C(C=CC=C1F)OCC)C1CCN(CC1)CCC1=C(C=CC(=C1)Cl)C1=C(C=CC=C1)N (R)-2-amino-2-(1-(2-(2'-amino-4-chloro-[1,1'-biphenyl]-2-yl)ethyl)piperidin-4-yl)-1-(4-(2-ethoxy-6-fluorobenzyl)piperazin-1-yl)ethan-1-one hydrobromide